C(#N)C=1N(N=C2C=C(C=CC12)NC(OC(C)(C)C)=O)C1=CC(=NC=C1)OC tert-Butyl [3-cyano-2-(2-methoxypyridin-4-yl)-2H-indazol-6-yl]carbamate